C(CCCCC(C)C)OC(CCCCCCCCCCCCCCCCC)=O Isooctylstearate